ClC1=C(C=CC(=C1)C1CCC1)N1N=C2CCN(CC3C2=C1CCN3C(=O)OC(C)(C)C)C(=O)OCC3=CC=CC=C3 7-benzyl 5-(tert-butyl) 2-(2-chloro-4-cyclobutylphenyl)-3,4,5a,6,8,9-hexahydro-2H-1,2,5,7-tetraazabenzo[cd]azulene-5,7-dicarboxylate